C(C)(C)(C)OC(=O)N1C[C@H]2N(C=3C=CC(=CC3C2)[N+](=O)[O-])CC1 (S)-8-nitro-3,4,10,10a-tetrahydropyrazino[1,2-a]indole-2(1H)-carboxylic acid tert-butyl ester